2,2,4,4-tetra-n-propylcyclobutane-1,3-diol C(CC)C1(C(C(C1O)(CCC)CCC)O)CCC